(1R,3aS,10aR)-1-{(1E,3ξ)-3-[1-(4-fluorophenyl)cyclobutyl]-3-hydroxy-1-propen-1-yl}-2,3,3a,9,10,10a-hexahydro-1H-benzo[b]cyclopenta[f]oxepin-6-carboxylic acid FC1=CC=C(C=C1)C1(CCC1)C(/C=C/[C@H]1CC[C@H]2[C@@H]1CCC1=C(O2)C=C(C=C1)C(=O)O)O